cis-6-Hydroxy-2-(tetrahydro-2H-pyran-4-yl)-1,2,3,4-tetrahydronaphthalen OC=1C=C2CCC(CC2=CC1)C1CCOCC1